C(C)(=O)C1C(C2=CC=CC=C2CC1)=O 2-acetyl-3,4-dihydro-1(2H)-naphthalenone